CN1C(=NC=2C1=C1C(=NC2N)C=C(S1)C1=NNC=C1)CN1CCN(CC1)C 1-methyl-2-((4-methylpiperazin-1-yl)methyl)-7-(1H-pyrazol-3-yl)-1H-imidazo[4,5-d]thieno[3,2-b]pyridin-4-amine